[N+](=O)([O-])C=1C=CC(=C(C1)S(=O)(=O)N)F 5-nitro-2-fluorobenzenesulfonamide